N1=C(C=CC=C1)NC1=NC=CN=C1 (2-pyridylamino)pyrazine